NC1=C(C(=O)N[C@H]2CCC3=CC(=CC=C23)N2C(=NC=3C2=NC(=CC3)N3N=CC=C3)C=3C(=NC=CC3)N)C=CC(=C1)C(F)F (S)-2-amino-N-(5-(2-(2-aminopyridin-3-yl)-5-(1H-pyrazol-1-yl)-3H-imidazo[4,5-b]pyridin-3-yl)-2,3-dihydro-1H-inden-1-yl)-4-(difluoromethyl)benzamide